2-(2,4-Dioxo-8-(pyrrolo[1,2-a]pyrazin-1-yl)-1,3,8-triazaspiro[4.5]decan-3-yl)-N-(4-methoxyphenyl)acetamide O=C1NC2(C(N1CC(=O)NC1=CC=C(C=C1)OC)=O)CCN(CC2)C=2C=1N(C=CN2)C=CC1